C(C)(C)(C)OC(=O)N(C(OC(C)(C)C)=O)C1=NC=C(N=C1C1=CC(=NO1)C1=CCC(C=C1)=CNC(=O)NC1CC1)C1=CC=C(C=C1)S(=O)(=O)C(C)C tert-butyl (tert-butoxycarbonyl)(3-(3-(4-((3-cyclopropylureido)methylene)phenyl)isoxazol-5-yl)-5-(4-(isopropyl Sulfonyl)phenyl)pyrazin-2-yl)carbamate